(S)-N-{(S)-1-[3-(benzo[d]isoxazol-3-yl)pyridine-2-yl]-2-(6-bromo-3-methylpyridin-2-yl)ethyl}-2-methylpropane-2-sulfinamide O1N=C(C2=C1C=CC=C2)C=2C(=NC=CC2)[C@H](CC2=NC(=CC=C2C)Br)N[S@@](=O)C(C)(C)C